CNCCC(=O)N1CCC2N(CCC21)C2=CC=C(C=N2)C#N 6-[4-[3-(methylamino)propanoyl]-2,3,3a,5,6,6a-hexahydropyrrolo[3,2-b]pyrrol-1-yl]pyridine-3-carbonitrile